N-((3r,5r)-1-cyano-5-methylpyrrolidin-3-yl)-5-(3-(trifluoromethoxy)-phenyl)oxazole-2-carboxamide C(#N)N1C[C@@H](C[C@H]1C)NC(=O)C=1OC(=CN1)C1=CC(=CC=C1)OC(F)(F)F